(4-METHYL-FURAZAN-3-YL)-ACETIC ACID CC=1C(=NON1)CC(=O)O